C(#N)C1=C(C=CC(=C1)C(N(C)C)=O)C(C(C)C=1N(C(C(=C(N1)C(=O)OCC)OC)=O)C)C1=CC=CC=C1 ethyl 2-(1-(2-cyano-4-(dimethylcarbamoyl)phenyl)-1-phenylpropan-2-yl)-5-methoxy-1-methyl-6-oxo-1,6-dihydropyrimidine-4-carboxylate